3-[5-[1-(1H-Indol-2-ylmethyl)-4-piperidyl]-2-oxo-benzo[c]indol-1-yl]piperidine-2,6-dione N1C(=CC2=CC=CC=C12)CN1CCC(CC1)N1C=C2C3(C(C(CC=C13)=O)C1C(NC(CC1)=O)=O)C=CC=C2